N=1NN=C(C1)CN (2H-1,2,3-triazol-4-yl)methylamine